tert-butyl [1-[{(dimethylamino)methylene} amino]-1-oxopropan-2-yl]carbamate CN(C)C=NC(C(C)NC(OC(C)(C)C)=O)=O